7-(cyclopropylmethylamino)-3,3-dimethyl-2-oxo-indoline-1-carboxylic acid tert-butyl ester C(C)(C)(C)OC(=O)N1C(C(C2=CC=CC(=C12)NCC1CC1)(C)C)=O